DIMETHYLCARBONAT COC(OC)=O